ClC=1C(=C(C=CC1)NC1=NC=NC2=CC(=C(C=C12)NC(\C=C\CN(C)C)=O)C#CC1(COCC1)C)F (E)-N-(4-((3-chloro-2-fluorophenyl)amino)-7-((3-methyltetrahydrofuran-3-yl)ethynyl)quinazolin-6-yl)-4-(dimethylamino)but-2-enamide